2-(2-(4-fluorophenyl)-2-(4-methoxyphenyl)ethyl)cyclohexanone FC1=CC=C(C=C1)C(CC1C(CCCC1)=O)C1=CC=C(C=C1)OC